CC1=CC=C(C=C1)OC p-cresyl methyl ether